3-[[[[3-[[(1,1-dimethylethoxy)carbonyl]amino]-1-phenylpropoxy]carbonyl]oxy]methyl]-2-methyl-1-[(2,3,4,9-tetrahydro-9-methyl-4-oxo-1H-carbazol-3-yl)methyl]-1H-imidazolium chloride [Cl-].CC(C)(OC(=O)NCCC(OC(=O)OC[N+]1=C(N(C=C1)CC1CCC=2N(C3=CC=CC=C3C2C1=O)C)C)C1=CC=CC=C1)C